C(C)(C)C1=C(C=CC=C1)N1C(SCC1=O)=NC(=O)NC1=CC=C(C=C1)C1=NN(C(=N1)NC)C1=CC=C(C=C1)OC(F)(F)F 1-[3-(2-isopropylphenyl)-4-oxo-thiazolidin-2-ylidene]-3-[4-[5-(methylamino)-1-[4-(trifluoromethoxy)phenyl]-1,2,4-triazol-3-yl]phenyl]urea